C(C1=CC=CC=C1)OC(=O)C(CCC[C@H](NC(=O)OC(C)(C)C)C(=O)O)N 6-((benzyloxy)carbonyl)-N2-(tert-butoxycarbonyl)lysine